C1(CC1)C1=C(C=NC=C1)N 4-cyclopropyl-pyridin-3-amine